C(C)(C)C1CC=C(CC1)C(C=O)C (4-isopropylcyclohex-1-en-1-yl)propanal